methyl (R)-azetidine-2-carboxylate hydrochloride Cl.N1[C@H](CC1)C(=O)OC